C(C1=CC=CC=C1)N(C)CC(CC)O (benzyl-(methyl)amino)butan-2-ol